5-(1-(tetrahydropyran-2-yloxy)ethoxycarbonyl)-bicyclo[2.2.1]Hept-2-ene O1C(CCCC1)OC(C)OC(=O)C1C2C=CC(C1)C2